C(=O)(OC(C)(C)C)NCC(C)N N-Bocpropylenediamine